4-(dimethylamino)-N-[(1R,3S)-3-{[6-fluoro-2-(trifluoromethyl)quinolin-4-yl]amino}cyclohexyl]benzamide CN(C1=CC=C(C(=O)N[C@H]2C[C@H](CCC2)NC2=CC(=NC3=CC=C(C=C23)F)C(F)(F)F)C=C1)C